C1(CC1)C1=NNC=C1 3-cyclopropyl-1H-pyrazole